1,2-dodecanediol diacrylate C(C=C)(=O)OCC(CCCCCCCCCC)OC(C=C)=O